tert-butyl 3-((6,7-dichloro-8-(methylcarbamoyl)-2,2-dioxido-4,9-dihydro-[1,2,6]thiadiazino[4,3-g]indol-3(1H)-yl)methyl)piperidine-1-carboxylate ClC=1C=2C(=C(NC2C2=C(C1)CN(S(N2)(=O)=O)CC2CN(CCC2)C(=O)OC(C)(C)C)C(NC)=O)Cl